F[C@@]1(CO[C@@H]([C@H]1O)CO)C (3R,4R,5R)-3-fluoro-4-hydroxy-5-(hydroxymethyl)-3-methyltetrahydrofuran